C1(CC1)C1=NC=NC(=C1C=1N=C(C2=C(N1)C=C(N2)C)OCC=2C=NC(=C(C2)F)C=2N(C=C(N2)C(F)(F)F)C)OC 2-(4-cyclopropyl-6-methoxy-pyrimidin-5-yl)-4-[[5-fluoro-6-[1-methyl-4-(trifluoromethyl)imidazol-2-yl]-3-pyridyl]methoxy]-6-methyl-5H-pyrrolo[3,2-d]pyrimidine